5-(4-Isopropylpiperazin-1-yl)pyridin-2-amine C(C)(C)N1CCN(CC1)C=1C=CC(=NC1)N